2-methoxy-4-ethylphenyl 4-methylbenzoate CC1=CC=C(C(=O)OC2=C(C=C(C=C2)CC)OC)C=C1